4-[4,6-bis(2-hydroxy-4-pentadecyl-phenyl)-1,3,5-triazin-2-yl]benzene-1,3-diol OC1=C(C=CC(=C1)CCCCCCCCCCCCCCC)C1=NC(=NC(=N1)C1=C(C=C(C=C1)CCCCCCCCCCCCCCC)O)C1=C(C=C(C=C1)O)O